1,7-bis(3,4-dimethoxyphenyl)-4,4-dimethylheptane-3,5-dione COC=1C=C(C=CC1OC)CCC(C(C(CCC1=CC(=C(C=C1)OC)OC)=O)(C)C)=O